5-((4-([2,4'-bipyridin]-5-ylmethyl)piperazin-1-yl)methyl)-2-(2,6-dioxopiperidin-3-yl)isoindoline-1,3-dione N1=C(C=CC(=C1)CN1CCN(CC1)CC=1C=C2C(N(C(C2=CC1)=O)C1C(NC(CC1)=O)=O)=O)C1=CC=NC=C1